[3-[3,5-di-tert-butyl-4-hydroxyphenyl]]Propionic acid C(C)(C)(C)C=1C=C(C=C(C1O)C(C)(C)C)CCC(=O)O